COC1=CC2=C(NC3=C1C=CC=C3)C=CC=C2 10-methoxy-5H-dibenzo(b,f)azepine